COC1=CC=C(CN(S(=O)(=O)C2=C(C=CC(=C2C2=NN=NN2CC2=CC=C(C=C2)OC)C=2C=3N(C=CC2)C=CN3)S(=O)(=O)C3CN(C3)C(=O)OC(C)(C)C)CC3=CC=C(C=C3)OC)C=C1 tert-Butyl 3-((2-(N,N-bis(4-methoxybenzyl)sulfamoyl)-4-(imidazo[1,2-a]pyridin-8-yl)-3-(1-(4-methoxybenzyl)-1H-tetrazol-5-yl)phenyl)sulfonyl)azetidine-1-carboxylate